CC(C)(C(C)C)OC(=O)C=1C=C(C=CC1)C1C2C=CC(C1)C2 5-(3-(2,3-dimethyl-2-butoxycarbonyl)phenyl)-bicyclo[2.2.1]Hept-2-ene